2-(3-([1,1'-biphenyl]-3-yl)-1H-pyrazol-1-yl)thiazole-4-carboxylic acid C1(=CC(=CC=C1)C1=NN(C=C1)C=1SC=C(N1)C(=O)O)C1=CC=CC=C1